(1R,2S,3S,5S)-2-fluoro-1,5-dimethyl-9-azabicyclo[3.3.1]nonan F[C@@H]1[C@]2(CCC[C@@](CC1)(N2)C)C